C(C)(C)(C)OC(C(C)(C)OCCN1N(CC2=C1C(=CN2C(=O)OC(C)(C)C)O)C(=O)OC(C)(C)C)=O (cis)-di-tert-butyl 1-(2-((1-(tert-butoxy)-2-methyl-1-oxoprop-2-yl) oxy) ethyl)-6-hydroxypyrrolo[3,2-c]pyrazole-2,4-dicarboxylate